4-((6-(1,4-dimethyl-1H-1,2,3-triazol-5-yl)-1-methyl-4-(phenyl(tetrahydro-2H-pyran-4-yl)methyl)-1,4-dihydropyrazolo[3',4':4,5]pyrrolo[3,2-b]pyridin-3-yl)methyl)morpholine CN1N=NC(=C1C=1C=C2C(=NC1)C1=C(N2C(C2CCOCC2)C2=CC=CC=C2)C(=NN1C)CN1CCOCC1)C